OC1(CNC1)CNC(CCC)=O N-[(3-hydroxyazetidin-3-yl)methyl]butanamide